N1=C(C=CC=C1)S(=O)(=O)O pyridine-2-sulfonic acid